4'-stilbenedi-formyl chloride C=1(C(=CC=CC1)C(=O)Cl)C=CC1=CC=C(C=C1)C(=O)Cl